(2R,4S)-N-((S)-1-((4-carbamimidoylbenzyl)amino)-1-oxopropan-2-yl)-4-(3-cyanophenyl)pyrrolidine-2-carboxamide dihydrochloride Cl.Cl.C(N)(=N)C1=CC=C(CNC([C@H](C)NC(=O)[C@@H]2NC[C@@H](C2)C2=CC(=CC=C2)C#N)=O)C=C1